CS(=O)(=O)O[C@@H](CN(C(C)C)CC=1N(N=C(C1I)OC(C)C)CCO[Si](C)(C)C(C)(C)C)C [(1R)-2-[[2-[2-[tert-butyl(dimethyl)silyl]oxyethyl]-4-iodo-5-isopropoxy-pyrazol-3-yl]methyl-isopropyl-amino]-1-methyl-ethyl] methanesulfonate